ClC1=C(C=C(C=C1)C1=CN(C2=NC(=CC=C21)C(=O)N2C(C(NCC2)=O)(C)C)CC2CC2)F 4-(3-(4-chloro-3-fluorophenyl)-1-(cyclopropylmethyl)-1H-pyrrolo[2,3-b]pyridine-6-carbonyl)-3,3-dimethylpiperazin-2-one